1-[(2S,5R)-5-[[bis(4-methoxyphenyl)-phenyl-methoxy]methyl]-3-fluoro-4-hydroxy-3-methyl-tetrahydrofuran-2-yl]pyrimidine-2,4-dione COC1=CC=C(C=C1)C(OC[C@@H]1C(C([C@H](O1)N1C(NC(C=C1)=O)=O)(C)F)O)(C1=CC=CC=C1)C1=CC=C(C=C1)OC